N-(4-(4-(dimethylamino)piperidin-1-yl)-3,5-difluorophenyl)-4-(3-phenylisoxazolidine-2-yl)-5-(trifluoromethyl)pyrimidin-2-amine CN(C1CCN(CC1)C1=C(C=C(C=C1F)NC1=NC=C(C(=N1)N1OCCC1C1=CC=CC=C1)C(F)(F)F)F)C